7-((6,7-dihydro-4H-pyrazolo[5,1-c][1,4]oxazin-2-yl)methoxy)-6-(4-fluorophenyl)quinazolin-4(3H)-one N1=C(C=C2COCCN21)COC2=C(C=C1C(NC=NC1=C2)=O)C2=CC=C(C=C2)F